ClC=1C=CC2=C([C@@H](C[C@@H](O2)C(=O)NC23CC(C2)(C3)OCC(N3CC(C3)COC(F)(F)F)=O)O)C1 (2R,4R)-6-chloro-4-hydroxy-N-[3-(2-oxo-2-{3-[(trifluoromethoxy)methyl]azetidin-1-yl}ethoxy)bicyclo[1.1.1]pentan-1-yl]-3,4-dihydro-2H-1-benzopyran-2-carboxamide